6-bromo-7-methoxy-4-(3-methyl-5-phenyl-1H-pyrazol-1-yl)quinazoline BrC=1C=C2C(=NC=NC2=CC1OC)N1N=C(C=C1C1=CC=CC=C1)C